2-hydroxy-1-[4-[4-(2-hydroxy-2-methylpropionyl)benzyl]-phenyl]-2-methylpropan-1-one OC(C(=O)C1=CC=C(C=C1)CC1=CC=C(C=C1)C(C(C)(C)O)=O)(C)C